5-cyclopropyl-3-(3-(3,6-dichloro-1H-pyrazolo[3,4-d]pyrimidin-1-yl)propoxy)-1-(2,6-dimethylpyridin-3-yl)-1H-pyrazol-4-amine C1(CC1)C1=C(C(=NN1C=1C(=NC(=CC1)C)C)OCCCN1N=C(C=2C1=NC(=NC2)Cl)Cl)N